COC(=O)C=1C=CC(=NC1)C(=O)OC methyl 5-(methoxycarbonyl)-2-pyridinecarboxylate